N-(1,6-dimethyl-9H-xanthen-9-yl)-2-oxo-6-(trifluoromethyl)-5-vinyl-1,2-dihydropyridine-3-carboxamide CC1=CC=CC=2OC3=CC(=CC=C3C(C12)NC(=O)C=1C(NC(=C(C1)C=C)C(F)(F)F)=O)C